N-(4-((1,3,4-thiadiazol-2-yl)oxy)-3-methylphenyl)-3-(4-fluorophenoxy)cyclobutane-1-carboxamide S1C(=NN=C1)OC1=C(C=C(C=C1)NC(=O)C1CC(C1)OC1=CC=C(C=C1)F)C